bis[1-(pyridin-2-ylmethyl)-benzoimidazol-2-ylmethyl]Ether N1=C(C=CC=C1)CN1C(=NC2=C1C=CC=C2)COCC2=NC1=C(N2CC2=NC=CC=C2)C=CC=C1